5-(5,6,7,8-tetrahydro-1,8-naphthyridin-2-yl)pentanoic acid N1=C(C=CC=2CCCNC12)CCCCC(=O)O